O1C=C(C(=C1)C(=O)[O-])C(=O)[O-] 3,4-furan-dicarboxylate